(R)-2-methyl-N-((R)-1-(2-methyl-3-(trifluoromethyl)phenyl)ethyl)propane-2-sulfinamide CC(C)(C)[S@@](=O)N[C@H](C)C1=C(C(=CC=C1)C(F)(F)F)C